NC1CCN(CC1)C1=CC=C(C=C1)NC(=O)C=1C(NC=CC1NC1=C(C2=C(OCCN2)N=C1)C)=O N-(4-(4-aminopiperidin-1-yl)phenyl)-4-((8-methyl-2,3-dihydro-1H-pyrido[2,3-b][1,4]oxazin-7-yl)amino)-2-oxo-1,2-dihydropyridine-3-carboxamide